C1(=CC=CC=C1)C1N(CCC1)C(=O)C1=CC=CC(=N1)C(=O)[O-] 6-(2-phenylpyrrolidine-1-carbonyl)picolinate